3-(2,2-difluoro-3,3-dihydroxy-1,1-dioxido-2,3-dihydrobenzo[b]thiophen-5-yl)-1-((2-(isopropylamino)pyridin-4-yl)methyl)-5,5-dimethylimidazolidine-2,4-dione FC1(C(C2=C(S1(=O)=O)C=CC(=C2)N2C(N(C(C2=O)(C)C)CC2=CC(=NC=C2)NC(C)C)=O)(O)O)F